4-((1S,3R,4R)-3-hydroxy-4-methylcyclohexylamino)-2-((1r,4S)-4-methoxycyclohexylamino)pyrimidine-5-carboxamide O[C@@H]1C[C@H](CC[C@H]1C)NC1=NC(=NC=C1C(=O)N)NC1CCC(CC1)OC